tert-butyl rac-(2S,4R)-4-(1-hydroxyethyl-1-d)-2-phenylpiperidine-1-carboxylate OC(C)([2H])[C@H]1C[C@H](N(CC1)C(=O)OC(C)(C)C)C1=CC=CC=C1 |r|